FC(C(=O)O)(F)F.FC(C(=O)O)(F)F.ClC=1C=C(C=CC1OC1=CC2=C(N(C=N2)C)C=C1)NC=1C2=C(N=CN1)C=NC(=N2)N2C[C@H]1COCCN1CC2 (S)-N-(3-chloro-4-((1-methyl-1H-benzo[d]imidazol-5-yl)oxy)phenyl)-6-(hexahydropyrazino[2,1-c][1,4]oxazin-8(1H)-yl)pyrimido[5,4-d]pyrimidin-4-amine bis(2,2,2-trifluoroacetate)